(S)-N-(5-((1-acetylpiperidin-4-yl)ethynyl)-2-(3,4-dimethylpiperazin-1-yl)phenyl)-6-oxo-4-(trifluoromethyl)-1,6-dihydropyridine-3-carboxamide C(C)(=O)N1CCC(CC1)C#CC=1C=CC(=C(C1)NC(=O)C1=CNC(C=C1C(F)(F)F)=O)N1C[C@@H](N(CC1)C)C